N-((R)-2-hydroxy-2-phenylethyl)-2-isopropyl-5,5-dimethylcyclohexanecarboxamide O[C@@H](CNC(=O)C1C(CCC(C1)(C)C)C(C)C)C1=CC=CC=C1